2-((±)-8-(tert-butoxycarbonyl)-2-oxo-8-azabicyclo[3.2.1]oct-3-yl)-2-morpholinoacetic acid, morpholinium salt [NH2+]1CCOCC1.C(C)(C)(C)OC(=O)N1C2C(C(CC1CC2)C(C(=O)[O-])N2CCOCC2)=O